CN[C@H]1[C@H](CCC1)CO ((1S,2R)-2-(methylamino)cyclopentyl)methanol